2,4-dimethyl-5-(p-tolyl)penta-2,4-dienal CC(C=O)=CC(=CC1=CC=C(C=C1)C)C